NC(CCNC(=O)C1=NC(=CN=C1)C=1NC2=CC=C(C=C2C1C)OC(F)(F)F)(C)C N-(3-amino-3-methylbutyl)-6-(3-methyl-5-(trifluoromethoxy)-1H-indol-2-yl)pyrazine-2-carboxamide